O=C1CCC(N1)C(=O)OCC ethyl 5-oxo-2-pyrrolidinecarboxylate